FC=C(C(C(F)F)(F)F)F 1,2,3,3,4,4-hexafluoro-1-butene